FC1=C(C=CC(=C1)F)C1=NC(=NC2=NC(=C(N=C12)C)C)N1C[C@@H](O[C@@H](C1)C)C1CN(C1)C(C(F)(F)F)=O 1-[3-[(2S,6R)-4-[4-(2,4-difluorophenyl)-6,7-dimethyl-pteridin-2-yl]-6-methyl-morpholin-2-yl]azetidin-1-yl]-2,2,2-trifluoro-ethanone